methyl 2-chloro-4-((2,3-dihydrobenzofuran-7-yl)oxy)benzoate ClC1=C(C(=O)OC)C=CC(=C1)OC1=CC=CC=2CCOC21